FC1=C(C(=C(C(=C1OB(O)O)F)F)F)F.C1(=CC=CC=C1)SC1=CC=CC=C1 diphenylsulfide (pentafluorophenyl)borate